N1CCC(CC1)C1=CC=CC(=N1)OCC1=CC=C(C=N1)C(C)=O 1-(6-(((6-(piperidin-4-yl)pyridin-2-yl)oxy)methyl)pyridin-3-yl)ethan-1-one